C1(=CC=CC=C1)N1N=C(N=C1)C=1C(=NC=CN1)C(C)=O 1-[3-(1-phenyl-1,2,4-triazol-3-yl)pyrazin-2-yl]ethanone